(2,4,6-trichloronicotinoyl)carbamoyliminomethyl sulfate S(=O)(=O)(OC=NC(NC(C1=C(N=C(C=C1Cl)Cl)Cl)=O)=O)[O-]